OC1=C(CNC2=C3N=CN(C3=NC=N2)[C@H]2[C@@H](O)[C@H](O)[C@H](O2)CO)C=CC=C1Br 6-(2-Hydroxy-3-bromobenzylamino)-9-β-D-arabinofuranosylpurin